ClC=1C=C(CNC(CC2=CN(C3=CC=CC=C23)C)C)C=C(C1)C N-(3-chloro-5-methylbenzyl)-1-(1-methyl-1H-indol-3-yl)propan-2-amine